(4-amino-2-fluorophenoxy)-1-methyl-1,3-dihydro-2H-imidazo[4,5-b]pyridin-2-one NC1=CC(=C(ON2C(N(C=3C2=NC=CC3)C)=O)C=C1)F